(R)-1-(4-(4,5-dichloro-1H-indole-2-carbonyl)-2-methylpiperazin-1-yl)ethan-1-one ClC1=C2C=C(NC2=CC=C1Cl)C(=O)N1C[C@H](N(CC1)C(C)=O)C